NC=1SC=C(N1)CC(=O)NC1=CC=C(C=C1)CCNC[C@@H](C1=CC=CC=C1)O (R)-2-(2-aminothiazole-4-yl)-N-(4-{2-[(2-hydroxy-2-phenylethyl)amino]ethyl}phenyl)acetamide